C(C)(C)(C)OC(=O)NC1(CCCC1)C(=O)O 1-((tert-butoxycarbonyl)amino)cyclopentanecarboxylic acid